OCC1=C(N=C(S1)NC1=C(C=CC=C1)S(=O)(=O)O)C1=CC=NC=C1 ((5-(hydroxymethyl)-4-(pyridin-4-yl)thiazol-2-yl)amino)benzenesulfonic acid